NC1=CC=C(C=N1)N1C[C@H](CCC1)N(CC1=CC(=NC=C1)OC)CC=1C(C2=CC(=C(C=3OCC(N(C1)C32)(C)C)F)F)=O 11-[[[(3S)-1-(6-amino-3-pyridyl)-3-piperidyl]-[(2-methoxy-4-pyridyl)methyl]amino]methyl]-6,7-difluoro-2,2-dimethyl-4-oxa-1-azatricyclo[7.3.1.05,13]trideca-5(13),6,8,11-tetraen-10-one